(2,4-di-tert-butylphenol) 4,4'-biphenyl-diphosphonite C1(=CC=C(C=C1)P(O)O)C1=CC=C(C=C1)P(O)O.C(C)(C)(C)C1=C(C=CC(=C1)C(C)(C)C)O